BrC1=C2C(=C3C(=CN=C(C3=C1)Cl)F)CN(C2C2=C(C=CC(=C2)F)Cl)CC2=CC=C(C=C2)OC 4-Bromo-6-chloro-3-(2-chloro-5-fluorophenyl)-9-fluoro-2-(4-methoxybenzyl)-2,3-dihydro-1H-pyrrolo[3,4-f]isoquinoline